NC[C@]1([C@@H]([C@@H](N[C@H]1CC(C)(C)C)C(=O)[O-])C1=C(C=C(C=C1)Cl)Cl)C1=C(C=C(C=C1)Cl)F (2R,3R,4S,5S)-4-(aminomethyl)-4-(4-chloro-2-fluorophenyl)-3-(2,4-dichlorophenyl)-5-Neopentylpyrrolidine-2-carboxylate